COC1=C(C=CC=C1)NC(=O)NCC1=NC(=NO1)C=1C=NC=CC1 1-(2-methoxyphenyl)-3-{[3-(pyridin-3-yl)-1,2,4-oxadiazol-5-yl]-methyl}urea